OCCN1CCN(CC1)CCNC=C1C(N(C(N(C1=O)C)=O)C)=O 5-(((2-(4-(2-hydroxyethyl)piperazin-1-yl)ethyl)amino)methylene)-1,3-dimethylpyrimidine-2,4,6(1H,3H,5H)-trione